C1(=CC=CC=C1)C1C2=CC=CC=C2OC=2C=CC=CC12 9-phenyl-xanthen